N-(quinoxalin-6-yl)-2-[4-{5-chloro-2-[4-(difluoromethyl)-1H-imidazol-1-yl]phenyl}-5-methoxy-2-oxopyridin-1(2H)-yl]-4-methoxybutyramide N1=CC=NC2=CC(=CC=C12)NC(C(CCOC)N1C(C=C(C(=C1)OC)C1=C(C=CC(=C1)Cl)N1C=NC(=C1)C(F)F)=O)=O